(2S)-1-[(2R)-2-[[5-[2-[(5,6-dimethylpyrazin-2-yl)amino]pyrazolo[1,5-a]pyridin-5-yl]-1-methyl-pyrazol-4-yl]oxymethyl]azetidin-1-yl]propan-2-ol CC=1N=CC(=NC1C)NC1=NN2C(C=C(C=C2)C2=C(C=NN2C)OC[C@@H]2N(CC2)C[C@H](C)O)=C1